CN(C(=O)C=1N=C(OC1)C1=CNC2=NC=C(C=C21)C2=CC=C1CCN(CC1=C2)C)C N,N-dimethyl-2-(5-(2-methyl-1,2,3,4-tetrahydroisoquinolin-7-yl)-1H-pyrrolo[2,3-B]pyridin-3-yl)oxazole-4-carboxamide